6-methyl-N-(oxetan-3-ylmethyl)pyridinecarboxamide CC1=CC=CC(=N1)C(=O)NCC1COC1